[Si](C1=CC=CC=C1)(C1=CC=CC=C1)(C(C)(C)C)OC1=C(C=C(C=C1)Cl)C1=C2C(=NC=C1)C(=CN2C(=O)OC(C)(C)C)C(=O)[O-] 1-tert-butyl 7-(2-((tert-butyldiphenylsilyl) oxy)-5-chlorophenyl)-1H-pyrrolo[3,2-b]pyridine-1,3-dicarboxylate